bis(methylene) dimalonate C1(CC(=O)OCOC(CC(=O)OCO1)=O)=O